S1C(=C(C=C1)C(=O)[O-])C(=O)ONC(NC1=C(C=C(C(=C1)NCC1=CC=CC2=CC=CC=C12)OC)F)=O ({{2-fluoro-4-methoxy-5-[(naphthalen-1-ylmethyl) amino] phenyl} carbamoyl} amino) thiophene-2,3-dicarboxylate